adamantane-2,6-diamine C12C(C3CC(C(C(C1)C3)N)C2)N